N[C@H](C(=O)O)CC1=CC=C(C=C1)C1=NOC(=N1)COCC (S)-2-amino-3-(4-(5-(ethoxymethyl)-1,2,4-oxadiazol-3-yl)phenyl)propanoic acid